4,5-dichloro-1,3-benzenedisulfonyl chloride ClC1=C(C=C(C=C1Cl)S(=O)(=O)Cl)S(=O)(=O)Cl